C(C)OC(=O)C1=NC(=NO1)C1=CC=C(C=C1)Br 3-(4-bromophenyl)-1,2,4-oxadiazole-5-carboxylic acid ethyl ester